(3S,4S)-3-cyclopropyl-4-{2,6-difluoro-4-[1-(trifluoromethyl)pyrazol-4-yl]phenyl}-1-(1H-benzo[d]imidazol-5-yl)azetidin-2-one C1(CC1)[C@@H]1C(N([C@@H]1C1=C(C=C(C=C1F)C=1C=NN(C1)C(F)(F)F)F)C1=CC2=C(NC=N2)C=C1)=O